CC=1N=NN(N1)C=1C=C(C(=O)NCCC(=O)O)C=CC1 3-[[3-(5-methyltetrazol-2-yl)benzoyl]amino]propionic acid